N-(3-(((7-(1H-Pyrazol-4-yl)-2,3-dihydrofuro[3,2-c]pyridin-4-yl)amino)methyl)phenyl)-2-phenylacetamid N1N=CC(=C1)C=1C2=C(C(=NC1)NCC=1C=C(C=CC1)NC(CC1=CC=CC=C1)=O)CCO2